3,6-dichloro-1-(3-((1-(2-meth-oxypyridin-3-yl)-4-nitro-1H-pyrazol-3-yl)oxy)propyl)-1H-pyrazolo[3,4-d]pyrimidine ClC1=NN(C2=NC(=NC=C21)Cl)CCCOC2=NN(C=C2[N+](=O)[O-])C=2C(=NC=CC2)OC